4-nitrophenyl (1-(4-methyl-3,4-dihydro-2H-benzo[b][1,4]oxazin-5-yl)ethyl)carbamate CN1C2=C(OCC1)C=CC=C2C(C)NC(OC2=CC=C(C=C2)[N+](=O)[O-])=O